CC1=NC=C(C=N1)CC1(CCN(CC1)C(C1=C(N=CC=C1)C1=NC=NC=C1)=O)C#N 4-((2-methylpyrimidin-5-yl)methyl)-1-(2-(pyrimidin-4-yl)nicotinoyl)piperidine-4-carbonitrile